[Sn].[Na] monosodium tin